C(C)(C)(C)C=1C=C(N(N1)C1=C(C=C(C=C1)F)F)NC(=O)NC1=C(C=C(C=C1)OC1=CC=NC2=C1OCC(N2)=O)SC 1-[5-tert-butyl-2-(2,4-difluorophenyl)pyrazol-3-yl]-3-[2-methylsulfanyl-4-[(3-oxo-4H-pyrido[3,2-b][1,4]oxazin-8-yl)oxy]phenyl]urea